gamma-(beta-aminoethyl)aminopropyl-dimethoxymethyl-silane NCCNCCC[SiH2]C(OC)OC